1,2-bis(2-mercaptoethylthio)-3-mercaptopropane SCCSCC(CS)SCCS